ClC1=CC=C(OC2=C(OC(=CC2=O)C)C2=CC=C(C=C2)S(=O)(=O)C)C=C1 3-(4-chlorophenoxy)-6-methyl-2-(4-(methylsulfonyl)phenyl)-4H-pyran-4-one